C(C)(C)(C)OC[C@H](N)C(=O)NCC(=O)O O-tert-butyl-L-seryl-glycine